FC(C(=O)NC1=CC=C2C(N(C=NC2=C1)COCC[Si](C)(C)C)=O)(F)F 2,2,2-trifluoro-N-(4-oxo-3-((2-(trimethylsilyl)ethoxy)methyl)-3,4-dihydroquinazolin-7-yl)acetamide